C1(CCCCC1)CO[C@@H]([C@@H](C(N1CCCCC1)=O)NC(=O)C1CS(CC12CN(C2)C(=O)OC(C)(C)C)(=O)=O)C tert-butyl 8-(((2S,3R)-3-(cyclohexylmethoxy)-1-oxo-1-(piperidin-1-yl)butan-2-yl)carbamoyl)-6-thia-2-azaspiro[3.4]octane-2-carboxylate 6,6-dioxide